6-chloro-3-[1-[2-[4-(dimethylcarbamoyl)piperidin-1-yl]-3,6-dimethyl-4-oxoquinazolin-8-yl]ethylamino]pyridine-2-carboxylic acid ClC1=CC=C(C(=N1)C(=O)O)NC(C)C=1C=C(C=C2C(N(C(=NC12)N1CCC(CC1)C(N(C)C)=O)C)=O)C